CC=1N(CSC1)C1=CC(=CC=C1)C=1N=C(C2=C(N1)C=C(S2)C=2C=NC=CC2)N2CCOCC2 4-methyl-N-(3-(4-morpholino-6-(pyridin-3-yl)thieno[3,2-d]pyrimidin-2-yl)phenyl)thiazole